3,12,21-trioxo-5,8,14,17-tetraoxa-2,11,20-triazaoctatriacontan-38-oic acid O=C(NC)COCCOCCNC(COCCOCCNC(CCCCCCCCCCCCCCCCC(=O)O)=O)=O